C(C)(=O)N1CC(CC1)(OC)C=1C(N(C2=NC=CC(=C2C1)N[C@H](C)C1=C(C(=CC=C1)[N+](=O)[O-])C)C)=O 3-(1-acetyl-3-methoxypyrrolidin-3-yl)-1-methyl-5-(((R)-1-(2-methyl-3-nitrophenyl)ethyl)amino)-1,8-naphthyridin-2(1H)-one